ClC=1C=C(NC2(CCC3(C(=CC4=CC=CC=C34)C3=CC(=CC(=C3)OC)OC)CC2)C(=O)O)C=CC1 (1s,4s)-4-(3-chloroanilino)-2'-(3,5-dimethoxyphenyl)spiro[cyclohexane-1,1'-indene]-4-carboxylic acid